7-bromo-5-methoxyquinolin-2(1H)-one BrC1=CC(=C2C=CC(NC2=C1)=O)OC